CC1=CC=C(C(=O)OOC(C2=CC=C(C=C2)C)=O)C=C1 Bis(p-methylbenzoyl) peroxide